C(#C)C1=CC=C(C=C1)OC(F)(F)F 1-ethynyl-4-(trifluoromethoxy)benzene